ClC1=C(C(=CC=C1)Cl)C1=NOC(=C1)C(C)C 3-(2,6-dichlorophenyl)-5-isopropylisoxazole